C(#N)C=1C=NN2C1C(=CC(=C2)C=2C=NN(C2)C)N2N=CC(=C2)NC(C(C)C=2C=NC(=CC2)N2N=CC(=C2)F)=O N-(1-(3-cyano-6-(1-methyl-1H-pyrazol-4-yl)pyrazolo[1,5-a]pyridin-4-yl)-1H-pyrazol-4-yl)-2-(6-(4-fluoro-1H-pyrazol-1-yl)pyridin-3-yl)propanamide